ON1[C@@H]2CC[C@H](N(C1=O)C2)C(=O)NOCCCNC(OC(C)(C)C)=O tert-Butyl {3-[({[(2S,5R)-6-hydroxy-7-oxo-1,6-diazabicyclo[3.2.1]oct-2-yl] carbonyl}amino)oxy]propyl}carbamate